1,5-di[(3-carbamoylphenyl)aminocarbonyloxy]pentanecarbonyl-(triphenylphosphine) rhodium [Rh].C(N)(=O)C=1C=C(C=CC1)NC(=O)OC(CCCCOC(=O)NC1=CC(=CC=C1)C(N)=O)C(=O)C1=C(C=CC=C1)P(C1=CC=CC=C1)C1=CC=CC=C1